1-(tert-butyl) 4-ethyl 3-iminopiperidine-1,4-dicarboxylate N=C1CN(CCC1C(=O)OCC)C(=O)OC(C)(C)C